(R)-4-((((6-(2-chloro-3-(3-chloro-2-(3-methoxy-4-(((((S)-5-oxopyrrolidin-3-yl)methyl)amino)methyl)phenyl)pyridin-4-yl)phenyl)-2-methoxypyridin-3-yl)methyl)amino)methyl)pyrrolidin-2-one ClC1=C(C=CC=C1C1=C(C(=NC=C1)C1=CC(=C(C=C1)CNC[C@H]1CNC(C1)=O)OC)Cl)C1=CC=C(C(=N1)OC)CNC[C@H]1CC(NC1)=O